tribenzylurea C(C1=CC=CC=C1)NC(N(CC1=CC=CC=C1)CC1=CC=CC=C1)=O